2-heptyl-4-(3-fluoro-4-Trifluoromethylbenzylamino)-7-methoxychroman C(CCCCCC)C1OC2=CC(=CC=C2C(C1)NCC1=CC(=C(C=C1)C(F)(F)F)F)OC